potassium (acetoxymethyl)trifluoroborate C(C)(=O)OC[B-](F)(F)F.[K+]